bis(4-(4-maleimidophenoxy)phenyl)methane C1(C=CC(N1C1=CC=C(OC2=CC=C(C=C2)CC2=CC=C(C=C2)OC2=CC=C(C=C2)N2C(C=CC2=O)=O)C=C1)=O)=O